C(C)OP(O)(=O)CCC1CCN(CC1)C=1C2=C(N=CN1)C(=CN2)C(NC)=O ethoxy(2-[1-[7-(methylcarbamoyl)-5H-pyrrolo[3,2-d]pyrimidin-4-yl]-piperidin-4-yl]ethyl)phosphinic acid